(1R,5S)-3-(7-bromo-2,8-difluoroquinazolin-4-yl)-3,8-diazabicyclo[3.2.1]Octane-8-carboxylic acid tert-butyl ester C(C)(C)(C)OC(=O)N1[C@H]2CN(C[C@@H]1CC2)C2=NC(=NC1=C(C(=CC=C21)Br)F)F